4-[[2-(5-Chloro-2-hydroxy-phenyl)acetyl]amino]-N-[1-methyl-1-(2-pyridyl)ethyl]pyridine-2-carboxamide ClC=1C=CC(=C(C1)CC(=O)NC1=CC(=NC=C1)C(=O)NC(C)(C1=NC=CC=C1)C)O